C1(CC1)N(C1=C(C(=NC=N1)NCC1(CCN(CC1)CC(=O)N)C=1OC=NN1)F)CC1=CC=C(C=C1)C(F)(F)F 2-(4-(((6-(Cyclopropyl(4-(trifluoromethyl)benzyl)amino)-5-fluoropyrimidin-4-yl)amino)methyl)-4-(1,3,4-oxadiazol-2-yl)piperidin-1-yl)acetamide